COC(=O)C1=C(SC(=C1C)C)N1C(=C(C=C1C)C=C(C1=NC2=C(N1)C=C(C=C2)OC)C#N)C 2-(3-(2-cyano-2-(6-methoxy-1H-benzo[d]imidazol-2-yl)vinyl)-2,5-dimethyl-1H-pyrrol-1-yl)-4,5-dimethylthiophene-3-carboxylic acid methyl ester